[Co].[Ni].[Cu].[Co].[Ni] nickel cobalt-copper-nickel cobalt